CC1(CC1)C(=O)NCC=1NC2=CC(=C(C=C2C1)OC(F)(F)F)CCC=1N=COC1 1-methyl-N-((6-(2-(oxazol-4-yl)ethyl)-5-(trifluoromethoxy)-1H-indol-2-yl)methyl)cyclopropane-1-carboxamide